4-CHLORO-2-ISOPROPOXYPHENYLBORONIC ACID ClC1=CC(=C(C=C1)B(O)O)OC(C)C